(S)-(4-((4-(2-butylamino)-3-(trifluoromethyl)-1H-pyrrolo[2,3-b]pyridin-6-yl)amino)-3-methoxyphenyl)(4-morpholinopiperidine-1-yl)-methanone C[C@@H](CC)NC1=C2C(=NC(=C1)NC1=C(C=C(C=C1)C(=O)N1CCC(CC1)N1CCOCC1)OC)NC=C2C(F)(F)F